N-{4-[4-(4-fluorophenyl)-1-(2-{2-oxa-6-azaspiro[3.4]octan-6-yl}-2-oxoethyl)-1H-imidazol-5-yl]pyridin-2-yl}benzamide FC1=CC=C(C=C1)C=1N=CN(C1C1=CC(=NC=C1)NC(C1=CC=CC=C1)=O)CC(=O)N1CC2(COC2)CC1